BrC1=NN(C2=CC=CC=C12)C1(CCC1)CC#N 2-[1-(3-bromoindazol-1-yl)cyclobutyl]Acetonitrile